3-bromo-5-methylphenyl-boric acid BrC=1C=C(C=C(C1)C)OB(O)O